(R)-6-(4-cyclopropyl-2-hydroxyphenyl)-3-((1-(2-hydroxyethyl)piperidin-3-yl)amino)-4-methyl-1,2,4-triazin-5(4H)-one C1(CC1)C1=CC(=C(C=C1)C=1C(N(C(=NN1)N[C@H]1CN(CCC1)CCO)C)=O)O